3,3-diphenylpropanol C1(=CC=CC=C1)C(CCO)C1=CC=CC=C1